COC(=O)C=1C(=C(C=CC1)C1=CC=CC=C1)N1C(=NCC1)C (2'-methyl-4,5-dihydro-1H-imidazol-1-yl)-[1,1']biphenyl-3-carboxylic acid methyl ester